2-amino-2-(imidazo[1,2-a]pyridin-8-yl)ethan-1-ol NC(CO)C=1C=2N(C=CC1)C=CN2